2,5-dimethyl-2,5-di(tert.butylperoxy)hexyne CC(C)(C#CC(C)(OOC(C)(C)C)C)OOC(C)(C)C